3-(4-(cyclopropylamino)-5-(cyclopropylethynyl)pyridin-2-yl)-1-(6-formyl-5-((4-methyl-2-oxopiperazin-1-yl)methyl)pyridin-2-yl)-1-methylurea C1(CC1)NC1=CC(=NC=C1C#CC1CC1)NC(N(C)C1=NC(=C(C=C1)CN1C(CN(CC1)C)=O)C=O)=O